C(C)(C)(C)OC(=O)N1CCC(CC1)\C=C/CO (Z)-4-(3-hydroxypropan-1-en-1-yl)piperidine-1-carboxylic acid tert-butyl ester